ClC(F)(F)Cl DICHLORODIFLUOROMETHANE